7-(hydroxymethyl)-3-methylpyrazolo[1,5-a]pyrido[3,2-e]pyrazine-4(5H)-one OCC1=CC=2NC(C=3N(C2N=C1)N=CC3C)=O